O[C@H]1[C@H](O[C@@]2([C@@H]([C@H]1N1N=NC(=C1)C1=CC(=C(C(=C1)F)F)F)OC(C1=NC=CC=C1)=O)OCCCC2)CO (2R,3R,4S,5R,6S)-3-hydroxy-2-(hydroxymethyl)-4-(4-(3,4,5-trifluorophenyl)-1H-1,2,3-triazol-1-yl)-1,7-dioxaspiro[5.5]undecan-5-ylpicolinate